tert-butyl-[[1-(2-cyclopropylethynyl)cyclobutyl]methoxy]-dimethyl-silane C(C)(C)(C)[Si](C)(C)OCC1(CCC1)C#CC1CC1